3-methyl-1-(3,5,6-trimethylpyrazine-2-yl)-1H-pyrazole CC1=NN(C=C1)C1=NC(=C(N=C1C)C)C